1-O-(2,2-Dimethyl-4-oxopentyl) 5-O-(2-hydroxyethyl) 2-methyl-4-[2-[4-(3-phenylprop-2-enoyl)phenyl]butyl]pentanedioate CC(C(=O)OCC(CC(C)=O)(C)C)CC(C(=O)OCCO)CC(CC)C1=CC=C(C=C1)C(C=CC1=CC=CC=C1)=O